(3S,4S,7R,8R)-N-(2,4-difluorobenzyl)-13-hydroxy-3-methyl-1,12-dioxo-1,4,5,7,8,12-hexahydro-3H-2,8:4,7-dimethanopyrido[1,2-d][1,4,7]oxadiazecine-11-carboxamide FC1=C(CNC(=O)C=2C(C(=C3N([C@H]4[C@@H]5OC[C@H]([C@@H](N(C3=O)C4)C)C5)C2)O)=O)C=CC(=C1)F